C(#N)C1=CC=C(C=C1)N1NN(CC(=C1)C1=CC=C(C=C1)C#N)C1=CC=C(C=C1)C#N 1,3,5-tris(4-cyanophenyl)triazine